C(C1=CC=CC=C1)(C1=CC=CC=C1)N(C=1N(C(C(=C(N1)C(=O)NC=1OC=NN1)O)=O)C)C 2-(benzhydryl(methyl)amino)-5-hydroxy-1-methyl-N-(1,3,4-oxadiazol-2-yl)-6-oxo-1,6-dihydropyrimidine-4-carboxamide